C(C)(C)C1=CC2=C(N=C(O2)S)C=C1 6-isopropylbenzo[d]oxazole-2-thiol